pyrroleolate N1C(=CC=C1)[O-]